C(CCCCCCCCCCC)(=O)[O-].C(CCCCCCCCCCC)(=O)[O-].C(CCCCCCCCCCC)(=O)[O-].[Li+].[Li+].[Li+] lithium trilaurate